C(C)(C)(C)OC(=O)NC=1SC=C(N1)CC(=O)O 2-(2-((tert-butoxy-carbonyl)-amino)thiazol-4-yl)acetic acid